N1C(CN=CC2=C1C=CC=C2)=O 3H-1,4-benzodiazepin-2-one